FC(C=1C=CC=2N(C1)C=CN2)(F)F 6-(trifluoromethyl)imidazo[1,2-a]pyridine